CC1=NC(=C(N=C1C)C)CC 2,3,5-trimethyl-6-ethylpyrazine